[2H]C(C1=CC=C2C(=N1)CCN(C2)C2COC2)(OC2=NN1C(C=C2)=NN=C1C1=NOC(=C1)C)[2H] 2-(dideuterio((3-(5-methylisoxazol-3-yl)[1,2,4]triazolo[3,4-f][1,2]diazin-6-yl)oxy)methyl)-6-(oxetan-3-yl)-5,6,7,8-tetrahydropyrido[4,3-b]pyridine